CC1=CNC2=CC(=CC=C12)C(=O)OC methyl 3-methyl-1H-indole-6-carboxylate